Thiazolidine-2,4-Dione S1C(NC(C1)=O)=O